S-(3-(hydroxymethyl) cyclohexyl) thioacetate C(C)(=O)SC1CC(CCC1)CO